NC=1N=NC(=CC1N1CCN(CC1)CC=1C=C(C=CC1)NC1C(NC(CC1)=O)=O)C1=C(C=CC(=C1)F)O 3-((3-((4-(3-amino-6-(5-fluoro-2-hydroxyphenyl)pyridazin-4-yl)piperazin-1-yl)methyl)phenyl)amino)piperidine-2,6-dione